9,9-bis(6-hydroxynaphthalen-2-yl)fluorene OC=1C=C2C=CC(=CC2=CC1)C1(C2=CC=CC=C2C=2C=CC=CC12)C1=CC2=CC=C(C=C2C=C1)O